N-{5-[(4-methoxyphenyl)carbamoyl]-2-methylphenyl}-1-methyl-1H-imidazole-5-carboxamide COC1=CC=C(C=C1)NC(=O)C=1C=CC(=C(C1)NC(=O)C1=CN=CN1C)C